(cumyl)cyanamide C(C)(C)(C1=CC=CC=C1)NC#N